(4r,4'r)-2,2'-(1,3-bis(4-(tert-butyl)phenyl)propane-2,2-diyl)bis(4-benzyl-4,5-dihydro-oxazole) C(C)(C)(C)C1=CC=C(C=C1)CC(CC1=CC=C(C=C1)C(C)(C)C)(C=1OC[C@H](N1)CC1=CC=CC=C1)C=1OC[C@H](N1)CC1=CC=CC=C1